2-naphthaleneformamide methyl-N-(triethylammoniumsulfonyl)carbamate COC(NS(=O)(=O)[N+](CC)(CC)CC)=O.C1=C(C=CC2=CC=CC=C12)C(=O)N